NC=1C2=C(N=C(N1)Cl)N(C=C2C=2SC=C(N2)CC2=CC=CC=C2)[C@H]2[C@@H]([C@@H]([C@H](C2)C2CCN(CC2)C)O)O (1R,2S,3R,5R)-3-(4-amino-5-(4-benzylthiazol-2-yl)-2-chloro-7H-pyrrolo[2,3-d]pyrimidin-7-yl)-5-(1-methylpiperidin-4-yl)cyclopentane-1,2-diol